C1(CC1)N1CCN(CC1)C=1C=CC(=NC1)NC1=NC=C(C(=N1)N1OCCC1C1=CC=CC=C1)C(F)(F)F N-(5-(4-cyclopropylpiperazin-1-yl)pyridin-2-yl)-4-(3-phenylisoxazolidin-2-yl)-5-(trifluoromethyl)pyrimidin-2-amine